FC(C1=NN=C(O1)C=1C=CC(=NC1)CN(C(=O)N1CCS(CC1)(=NC(C(F)(F)F)=O)=O)C1=CC=CC=C1)F N-((5-(5-(difluoromethyl)-1,3,4-oxadiazol-2-yl)pyridin-2-yl)methyl)-N-phenyl-1-((2,2,2-trifluoroacetyl)imino)thiomorpholin-4-carboxamide 1-oxide